2,3-dihydroxypropane-2-yl palmitate C(CCCCCCCCCCCCCCC)(=O)OC(C)(CO)O